NCC(=O)O.BrC=1C=C(C=CC1)C=C (E)-[1-(3-bromophenyl) ethylene] aminoacetate